[Ir+3].C1(=CC=C(C=C1)C1=NC=CC=C1)C.C1(=CC=C(C=C1)C1=NC=CC=C1)C.C1(=CC=C(C=C1)C1=NC=CC=C1)C tris[2-(p-tolyl)pyridine] iridium(III)